P(OCCCCCCC(C)C)(OCCCCCCC(C)C)OCCCCCCC(C)C trisisononyl phosphite